C(N)(=N)N1CCC(=CC1)C1=CC=C(C(=O)NC2=CC=C(C=C2)OCCNC(=N)N)C=C1 4-(1-carbamimidoyl-1,2,3,6-tetrahydro-pyridin-4-yl)-N-[4-(2-guanidino-ethoxy)-phenyl]-benzamide